(R)-4-cyclopropyl-6-((6-fluoro-2-methylpyridin-3-yl)oxy)-2-methyl-N-(3-(S-methylamino-sulfinyl)phenyl)-3-(trifluoromethyl)benzamide C1(CC1)C1=C(C(=C(C(=O)NC2=CC(=CC=C2)[S@@](=O)NC)C(=C1)OC=1C(=NC(=CC1)F)C)C)C(F)(F)F